COC1=CC=C(C=C1)CNC(=O)NC=1SC(=CN1)[N+](=O)[O-] N-[(4-methoxyphenyl)methyl]-N'-(5-nitro-2-thiazolyl)urea